((4-(2-(5-chloro-2-methoxybenzamido)ethyl)phenyl)sulfonyl)urethane ClC=1C=CC(=C(C(=O)NCCC2=CC=C(C=C2)S(=O)(=O)NC(=O)OCC)C1)OC